2-[3-[(trans)-2-[5-(pyrrolidin-1-ylmethyl)-2-Pyridyl]vinyl]-1-tetrahydropyran-2-ylindazol-6-yl]oxybenzoic acid N1(CCCC1)CC=1C=CC(=NC1)/C=C/C1=NN(C2=CC(=CC=C12)OC1=C(C(=O)O)C=CC=C1)C1OCCCC1